1-methoxy-4-(pentafluorosulfanyl)benzene COC1=CC=C(C=C1)S(F)(F)(F)(F)F